tert-Butyl (S)-4-((S)-2-(((benzyloxy)carbonyl)amino)-4-(tert-butoxy)-4-oxobutanamido)-5-oxo-5-(phenylamino)pentanoate C(C1=CC=CC=C1)OC(=O)N[C@H](C(=O)N[C@@H](CCC(=O)OC(C)(C)C)C(NC1=CC=CC=C1)=O)CC(=O)OC(C)(C)C